phenacyl-beryllium C(C(=O)C1=CC=CC=C1)[Be]